C1N(CC12CNC2)C=2C=NC(=NC2)N2C1CN(CC2CC1)C=1C=C(N=NC1N)C1=C(C=CC=C1)O 2-(5-(8-(5-(2,6-diazaspiro[3.3]heptan-2-yl)pyrimidin-2-yl)-3,8-diazabicyclo[3.2.1]octan-3-yl)-6-aminopyridazin-3-yl)phenol